C(C)(C)(C)OC(=O)N1C[C@@H](CC1)N(C1=CC=C2C=CC=NC2=C1)C (R)-3-(methyl-(quinolin-7-yl)amino)pyrrolidine-1-carboxylic acid tert-butyl ester